O1CCN(CC1)C1=C2NC(=NC2=NC(=N1)N/N=C/C=1C=C(C=CC1)C)C(=O)NC=1C=NC=CC1 6-morpholino-2-[(2E)-2-(m-tolylmethylene)hydrazino]-N-(3-pyridyl)-7H-purine-8-carboxamide